O=C(NCCC(NCCS)=O)[C@H](O)C(C)(C)CO R-pantetheine